(E)-N-(3-(2-(4,4-Difluorocyclohexyl)vinyl)-1-(difluoromethyl)-1H-pyrrolo[2,3-b]pyridin-5-yl)acrylamide FC1(CCC(CC1)/C=C/C1=CN(C2=NC=C(C=C21)NC(C=C)=O)C(F)F)F